7-(((3S,5R)-3,5-dimethylpiperidin-1-yl)methyl)-1H-pyrrolo[3,2-b]pyridine-5-carboxamide C[C@@H]1CN(C[C@@H](C1)C)CC1=C2C(=NC(=C1)C(=O)N)C=CN2